C(=O)O.F[C@H]1CN(CC1)CC1=CC=C(NC=2C(=NC(=C(N2)NC)C=2C3=C(C=NC2)N(C=N3)C)C(=O)N)C=C1 3-[4-[[(3R)-3-fluoropyrrolidin-1-yl]methyl]anilino]-5-(methylamino)-6-(3-methylimidazo[4,5-c]pyridin-7-yl)pyrazine-2-carboxamide formate salt